6-chloro-3-iodo-4-methoxy-1-tetrahydropyran-2-yl-pyrazolo[4,3-c]pyridine ClC1=CC2=C(C(=N1)OC)C(=NN2C2OCCCC2)I